1,1'-(octane-1,8-diyl)bis(5-(2-ethylhexyl)biguanide) C(CCCCCCCNC(=N)NC(=N)NCC(CCCC)CC)NC(=N)NC(=N)NCC(CCCC)CC